C(#N)C1=CC(=C(C=C1)C1(OC2=C(O1)C=CC=C2C2=CC(=C(CC1=NC3=C(N1C[C@H]1OCC1)C=C(C=C3)C(=O)O)C(=C2)F)F)C)F 2-(4-(2-(4-cyano-2-fluorophenyl)-2-methylbenzo[d][1,3]dioxol-4-yl)-2,6-difluorobenzyl)-1-(((S)-oxetan-2-yl)methyl)-1H-benzo[d]imidazole-6-carboxylic acid